C(C1=CC=CC=C1)N1CCC(=CC1)O[C@H]1[C@H](CC2(CN(C2)C(=O)OC(C)(C)C)CC1)C tert-butyl (6S,7R)-7-[(1-benzyl-3,6-dihydro-2H-pyridin-4-yl)oxy]-6-methyl-2-azaspiro[3.5]nonane-2-carboxylate